NC(CC#N)C1=CC=C(C=C1)C=1C2=C(N=C(N1)N1[C@H](CC1)C(F)(F)F)C(CC2)(F)F 3-amino-3-(4-(7,7-difluoro-2-((R)-2-(trifluoromethyl)azetidin-1-yl)-6,7-dihydro-5H-cyclopenta[d]pyrimidin-4-yl)phenyl)propanenitrile